CNCCOC=1N(N=CC1C=1C=C2C(=NN(C2=CC1)C1OCCCC1)C#C[Si](C(C)C)(C(C)C)C(C)C)C N-methyl-2-[2-methyl-4-[1-tetrahydropyran-2-yl-3-(2-triisopropylsilylethynyl)indazol-5-yl]pyrazol-3-yl]oxy-ethanamine